FC(CCN1[SiH2]N[SiH2]N[SiH2]1)(F)F trifluoropropyl-cyclotrisilazane